3-chloro-4-cyclopropyl-2-(piperidin-4-yl)phenyl N,N-diethylcarbamate C(C)N(C(OC1=C(C(=C(C=C1)C1CC1)Cl)C1CCNCC1)=O)CC